trithiocarbonic acid bis[[4-[[ethyl-(2-acetoxyethyl)amino]carbonyl]phenyl]methyl] ester C(C)N(C(=O)C1=CC=C(C=C1)CSC(SCC1=CC=C(C=C1)C(=O)N(CCOC(C)=O)CC)=S)CCOC(C)=O